C[Si](C)(C)CC(C(C)N)N (trimethylsilylmethyl)propane-1,2-diamine